(3R,4R)-4-{[5-(2,4-Difluoro-phenyl)-isoxazole-3-carbonyl]-amino}-3-(1-pyrimidin-2-yl-cyclopropylcarbamoyl)-piperidine-1-carboxylic Acid Tert-Butyl Ester C(C)(C)(C)OC(=O)N1C[C@H]([C@@H](CC1)NC(=O)C1=NOC(=C1)C1=C(C=C(C=C1)F)F)C(NC1(CC1)C1=NC=CC=N1)=O